ClC1([C@@H](C1)C1=CC(=NC(=C1)S(=O)(=O)C)NC1=CC(=NC=C1C1=CC=C2C(=N1)OCC(O2)(C)C)NC(C)=O)Cl (S)-N-(4-((4-(2,2-dichlorocyclopropyl)-6-(methylsulfonyl)pyridin-2-yl)amino)-5-(2,2-dimethyl-2,3-dihydro-[1,4]dioxino[2,3-b]pyridin-6-yl)pyridin-2-yl)acetamide